6-(4-(4-(2-methoxyethyl)piperazin-1-yl)phenyl)-1-methyl-4-(4-(4-(oxetan-3-yl)piperazin-1-yl)phenyl)-1H-benzo[d]imidazole COCCN1CCN(CC1)C1=CC=C(C=C1)C=1C=C(C2=C(N(C=N2)C)C1)C1=CC=C(C=C1)N1CCN(CC1)C1COC1